FC1=C(C=CC(=C1)F)/C(/C1CN(CCC1O)C(=O)OC(C)(C)C)=N/O tert-Butyl 3-[(1E)-(2,4-difluorophenyl)(hydroxyimino)methyl]-4-hydroxypiperidine-1-carboxylate